BrC1=CC=C(C=C1)C1(CCNCC1)C#N 4-(4-bromophenyl)piperidine-4-carbonitrile